5-(9,10-diphenylanthracen-2-yl)-2-(7,12-diphenylbenzo[k]fluoranthen-3-yl)benzonitrile C1(=CC=CC=C1)C=1C2=CC=CC=C2C(=C2C=CC(=CC12)C=1C=CC(=C(C#N)C1)C1=C2C=CC=C3C=4C(=C5C(=C(C4C(C=C1)=C32)C3=CC=CC=C3)C=CC=C5)C5=CC=CC=C5)C5=CC=CC=C5